3-(3-(tert-butoxy)-3-oxopropyl)benzoic acid methyl ester COC(C1=CC(=CC=C1)CCC(=O)OC(C)(C)C)=O